NC1=NC=C(C2=C1C(=NN2C)C2=CC(=C(C=C2)NS(=O)(=O)C(F)F)O[C@@H](C)C2=CC=C(C=C2)F)C=2C=NN1C2CNCC1 (S)-N-(4-(4-amino-1-methyl-7-(4,5,6,7-tetrahydropyrazolo[1,5-a]pyrazin-3-yl)-1H-pyrazolo[4,3-c]pyridin-3-yl)-2-(1-(4-fluorophenyl)ethoxy)phenyl)-1,1-difluoromethanesulfonamide